COC1=CC=C(COCC#N)C=C1 2-((4-methoxybenzyl)oxy)acetonitrile